C(=O)NC1=CC=C(C=C1)OB(O)O 4-formamidophenylboric acid